C(#N)C1=C(C=C(C=C1)N(C(=O)C=1C=CC=2N(C1)C(=CN2)C=2C=CC(=NC2)NC(OC)=O)C)C methyl N-[5-[6-[(4-cyano-3-methyl-phenyl)-methyl-carbamoyl]imidazo[1,2-a]pyridin-3-yl]-2-pyridyl]carbamate